γ-glutamyl-S-ethenyl-cysteine N[C@@H](CCC(=O)N[C@@H](CSC=C)C(=O)O)C(=O)O